C(C1=CC=CC=C1)OC1=C(C=CC=C1)NC(\C=C\C1=CC=C(C=C1)OC)=O (E)-N-(2-(benzyloxy)phenyl)-3-(4-methoxyphenyl)acrylamide